NC(CC(=O)O)C(NC(C(=O)OC1CCCCC1)C(=O)OC)=O 3-amino-3-{[1-(cyclohexyloxy)-3-methoxy-1,3-dioxopropan-2-yl]carbamoyl}propanoic acid